8-((1S,2S)-2-(difluoromethyl)cyclopropyl)-6-(2,4-dimethoxypyrimidin-5-yl)imidazo[1,2-b]pyridazine FC([C@@H]1[C@H](C1)C=1C=2N(N=C(C1)C=1C(=NC(=NC1)OC)OC)C=CN2)F